C1(=CC=CC=C1)[C@H](CN1CCCC1)N (R)-1-phenyl-2-(pyrrolidin-1-yl)ethan-1-amine